CC1N(C(CCC1)C)CC[SiH3] 2,6-dimethylpiperidinoethylsilane